2'-(phenylenedioxy)diethanol C1(=C(C=CC=C1)OCCO)OCCO